(2R,3R,4S)-2-((S)-1-acetoxyprop-2-ynyl)-5-methoxy-tetrahydrofuran-3,4-diyl diacetate C(C)(=O)O[C@@H]1[C@H](OC([C@H]1OC(C)=O)OC)[C@H](C#C)OC(C)=O